4-[dichloro(i-propyl)silyl]butanenitrile Cl[Si](CCCC#N)(C(C)C)Cl